bicyclo[3.2.0]hept-6-ene C12CCCC2C=C1